5-(3-isopropyl-5-(1-(oxetan-3-yl)piperidin-4-yl)-1H-indol-2-yl)-1,3-dimethylpyridin-2(1H)-one C(C)(C)C1=C(NC2=CC=C(C=C12)C1CCN(CC1)C1COC1)C=1C=C(C(N(C1)C)=O)C